(1R,2R,6S)-2-((2-fluoro-4-(trifluoromethyl)phenyl)carbamoyl)-6-(4-((N-methyl-3-((S)-piperidin-3-yl)phenyl)sulfonamido)phenyl)cyclohexane-1-carboxylic acid FC1=C(C=CC(=C1)C(F)(F)F)NC(=O)[C@H]1[C@@H]([C@H](CCC1)C1=CC=C(C=C1)NS(=O)(=O)C1=CC(=CC=C1)[C@H]1CN(CCC1)C)C(=O)O